O1C2=C(OCC1)C=C(C=C2)C2=NN(C1=NC=NC(=C12)N)C(C)C 3-(2,3-dihydrobenzo[b][1,4]dioxin-6-yl)-1-isopropyl-1H-pyrazolo[3,4-d]pyrimidin-4-amine